C(C)(C)(C)OC(=O)N1C(CC1)OC1=CC=C(C=C1)C(NC=1C=C2CN(C(C2=CC1)=O)C1C(NC(CC1)=O)=O)=O (4-((2-(2,6-dioxopiperidin-3-yl)-1-oxoisoindolin-5-yl)carbamoyl)phenoxy)azetidine-1-carboxylic acid tert-butyl ester